[5-oxo-6-[1-(2,2,3,3,3-pentafluoropropyl)pyrazol-4-yl]-7-(trifluoromethyl)-[1,3,4]thiadiazolo[3,2-a]pyrimidin-2-yl]methyl methanesulfonate CS(=O)(=O)OCC1=NN2C(=NC(=C(C2=O)C=2C=NN(C2)CC(C(F)(F)F)(F)F)C(F)(F)F)S1